4-(3-acryloyloxypropyloxy)benzoic acid 2-methyl-1,4-phenylene ester CC1=C(C=CC(=C1)OC(=O)C2=CC=C(C=C2)OCCCOC(=O)C=C)OC(=O)C3=CC=C(C=C3)OCCCOC(=O)C=C